O1C=NC=C1CN(C(O)=O)C1=CC=C(C=C1)[C@@H]1CN(CCC1)S(=O)(=O)C.BrC1=CC=C(C=C1)N1C=C(C(=C1)C=1SC=CC1)[C@H]1OCC(N1CCC=1C=C2CC(NC2=CC1)=O)=O (2R)-2-(1-(4-bromophenyl)-4-(thiophen-2-yl)-1H-pyrrol-3-yl)-3-(2-(2-oxoindolin-5-yl)ethyl)oxazolidin-4-one oxazol-5-ylmethyl-(R)-(4-(1-(methylsulfonyl)piperidin-3-yl)phenyl)carbamate